C1(CCCCC1)C(N(C(O)=O)CCC[Si](OC)(OC)OC)CC1=C(C=C(C(=C1)OC)OC)[N+](=O)[O-].FC(C1=CC=C(C=C1)C1CCN(CC1)C=O)(F)F (4-(4-(trifluoromethyl)phenyl)piperidin-1-yl)methanone cyclohexyl(4,5-dimethoxy-2-nitrophenyl)methylmethyl(3-(trimethoxysilyl)propyl)carbamate